ClC=1C=CC(=C(C1)C=1C=C(C=2OCCNC2N1)C=1C=C(C=NC1)NC(=O)CCN(C(OC(C)(C)C)=O)C)F tert-butyl N-[2-({5-[6-(5-chloro-2-fluorophenyl)-2H,3H,4H-pyrido[3,2-b][1,4]oxazin-8-yl]pyridin-3-yl}carbamoyl)ethyl]-N-methylcarbamate